tert-butyl 1-oxo-2,9-diazaspiro[5.5]undecane-9-carboxylate O=C1NCCCC12CCN(CC2)C(=O)OC(C)(C)C